(2R,3R,4R,5R)-2-((benzoyloxy)methyl)-5-(2-oxo-3,4-dihydropyrimidin-1(2H)-yl)tetrahydrofuran-3,4-diyl dibenzoate C(C1=CC=CC=C1)(=O)O[C@@H]1[C@H](O[C@H]([C@@H]1OC(C1=CC=CC=C1)=O)N1C(NCC=C1)=O)COC(C1=CC=CC=C1)=O